C(=O)C1=C2C=CC(=CC2=CC=C1O)C=1C=C(C(=O)NC(C)C)C=CC1 3-(5-formyl-6-hydroxynaphthalen-2-yl)-N-propan-2-ylbenzamide